rac-(3R,4R)-3-amino-4-(3,4-dichlorophenyl)pyrrolidine-1-carboxylic acid tert-butyl ester C(C)(C)(C)OC(=O)N1C[C@@H]([C@@H](C1)C1=CC(=C(C=C1)Cl)Cl)N |r|